6-[4-[(5S)-2-oxo-5-phenyl-1,3-oxazolidin-3-yl]piperidine-1-carbonyl]-4H-1,4-benzoxazin-3-one O=C1O[C@H](CN1C1CCN(CC1)C(=O)C=1C=CC2=C(NC(CO2)=O)C1)C1=CC=CC=C1